6-Chloro-3-[[(1R)-1-[3,6-dimethyl-2-(1-methyltriazol-4-yl)-4-oxo-chromen-8-yl]ethyl]amino]pyridine-2-carboxylic acid ClC1=CC=C(C(=N1)C(=O)O)N[C@H](C)C=1C=C(C=C2C(C(=C(OC12)C=1N=NN(C1)C)C)=O)C